tert-butyl (3aR,5r,6aS)-5-(((tetrahydro-2H-pyran-4-yl)methyl)amino)hexahydrocyclopenta[c]pyrrole-2(1H)-carboxylate O1CCC(CC1)CNC1C[C@@H]2[C@@H](CN(C2)C(=O)OC(C)(C)C)C1